methyl 1-methyl-1H-pyrazolo[3,4-d]pyrimidine-6-carboxylate CN1N=CC=2C1=NC(=NC2)C(=O)OC